hexa-1,4-diene C=CCC=CC